FC1=C(C=CC=C1)/C=C/C=O (E)-3-(2-fluorophenyl)acrolein